6H,7H-pyrimido[4,5-b][1,4]thiazin-6-one N1=CN=CC2=C1SCC(N2)=O